2-(8-amino-6-fluoro-5-methyl-1-oxo-1,2,3,4-tetrahydronaphthalen-2-yl)acetic acid NC=1C=C(C(=C2CCC(C(C12)=O)CC(=O)O)C)F